COC(=O)C=1C=C(C2=C(N(C=N2)C)C1)C=1C2=C(C(N(C1)CCC=C)=O)N(C=C2)S(=O)(=O)CC2=CC=CC=C2 4-(6-(but-3-en-1-yl)-7-oxo-1-toluenesulfonyl-6,7-dihydro-1H-pyrrolo[2,3-c]pyridin-4-yl)-1-methyl-1H-benzo[d]imidazole-6-carboxylic acid methyl ester